3-(3,7-dimethylocta-2,6-dien-1-yl)-N-ethyl-2,4-dihydroxy-6-pentylbenzamide CC(=CCC=1C(=C(C(=O)NCC)C(=CC1O)CCCCC)O)CCC=C(C)C